COC1=CC=C(C=C1)C#C.[Pd+2] palladium (II) p-methoxyphenylacetylene